BrC=1C=CC=2N(C3=CC=C(C=C3C2C1)Br)CC(CN1CCNCC1)F 3,6-dibromo-9-(2-fluoro-3-piperazin-1-ylpropyl)carbazole